CYCLOHEXYL-5-OXOPYRROLIDINE-3-CARBOXAMIDE C1(CCCCC1)N1CC(CC1=O)C(=O)N